BrC=1N(C2=NC=NC(=C2N1)N)C1CCCC1 8-Bromo-9-cyclopentyl-9H-adenine